5-(4-acetylpiperazin-1-yl)-N-(4-bromothiazol-2-yl)picolinamide C(C)(=O)N1CCN(CC1)C=1C=CC(=NC1)C(=O)NC=1SC=C(N1)Br